FC1=C(C=CC=C1)C1=C(C=C(C=C1)C1=NNC(O[C@H]1C)=O)C(F)(F)F (6S)-5-[2'-Fluoro-2-(trifluoromethyl)[1,1'-biphenyl]-4-yl]-6-methyl-3,6-dihydro-2H-1,3,4-oxadiazin-2-on